tert-butyl 6-bromoquinoline-4-carboxylate BrC=1C=C2C(=CC=NC2=CC1)C(=O)OC(C)(C)C